6-(3-Chloro-6-(difluoro-methyl)-2-fluorophenyl)-3-methylpyrazine-2-carboxylic acid ClC=1C(=C(C(=CC1)C(F)F)C1=CN=C(C(=N1)C(=O)O)C)F